zinc N,N-dimethylglycinate citrate C(CC(O)(C(=O)O)CC(=O)[O-])(=O)[O-].CN(CC(=O)O)C.[Zn+2]